1,3-bis(3-aminophenyl)propane NC=1C=C(C=CC1)CCCC1=CC(=CC=C1)N